CN1N=CC=C1C(=O)N[C@H](C(F)(F)F)C 1-methyl-N-[(2S)-1,1,1-trifluoropropan-2-yl]-1H-pyrazole-5-carboxamide